4-(hydroxymethyl-3-(2-sulfonatoethyl)phenyl)-L-ornithinamide OCC1=C(C=CC=C1CCS(=O)(=O)[O-])C(C[C@H](N)C(=O)N)CN